2-(3-bromo-5-cyano-4-isobutoxyphenyl)-4-methylthiazole-5-carboxylic acid BrC=1C=C(C=C(C1OCC(C)C)C#N)C=1SC(=C(N1)C)C(=O)O